4-{[6-(5-chloro-2-fluorophenyl)pyridazin-4-yl]amino}quinolin-7-ol ClC=1C=CC(=C(C1)C1=CC(=CN=N1)NC1=CC=NC2=CC(=CC=C12)O)F